methyl (1r,4r)-4-(1H-tetrazol-5-yl)cyclohexane-1-carboxylate N1N=NN=C1C1CCC(CC1)C(=O)OC